C(C1=CC=CC=C1)OC1=C(C(=NC(=C1)[C@@H]1O[C@]([C@H]([C@H]1C1=C(C(=C(C=C1)F)F)OC)C)(C(F)(F)F)C)C)OC(C)C 4-(Benzyloxy)-6-((2R,3S,4S,5R)-3-(3,4-difluoro-2-methoxyphenyl)-4,5-dimethyl-5-(trifluoromethyl)tetrahydrofuran-2-yl)-3-isopropoxy-2-methylpyridine